lithium tri-t-butoxyaluminum hydride [Li+].CC(C)(C)O[AlH-](OC(C)(C)C)OC(C)(C)C